N1=NC(=CC=C1)C1=C(C=CC=C1)CNC(OC(C)(C)C)=O tert-butyl N-{[2-(pyridazin-3-yl)phenyl]methyl}carbamate